NC1=C(C=CC(=C1)OC(F)(F)F)C(=O)N1CCC(CC1)C1=C2C(=NC=C1F)NC(=N2)[C@@H]2CC[C@@H](CC2)OC (cis)-[2-amino-4-(trifluoromethoxy)phenyl]-[4-[6-fluoro-2-(4-methoxycyclohexyl)-3H-imidazo[4,5-b]pyridin-7-yl]-1-piperidyl]methanone